(4-(4-(Isopropylamino)-3-(trifluoromethyl)-1H-pyrrolo[2,3-b]pyridin-6-ylamino)-3-methoxyphenyl)(4-morpholinopiperidin-1-yl)methanon C(C)(C)NC1=C2C(=NC(=C1)NC1=C(C=C(C=C1)C(=O)N1CCC(CC1)N1CCOCC1)OC)NC=C2C(F)(F)F